CP(=O)(C)C1=CC=CC=C1 4-(dimethylphosphoryl)benzene